FC(SN1C(C=2C(C1=O)=CC=CC2)=O)(Cl)Cl N-(fluorodichloro-methylthio)phthalimide